C(C)OC(=O)C1=NC(=NC(=C1F)NC1=NNC(=C1)C)N(C1C2CC3CC(CC1C3)(C2)O)C Trans-5-fluoro-6-[(5-methyl-1H-pyrazol-3-yl)amino]-2-(methyl-[5-hydroxyadamantan-2-yl]amino)pyrimidine-4-carboxylic acid ethyl ester